ClC=1C=C2C(=NNC2=CC1)/C=C/C#N (E)-3-(5-chloro-1H-indazol-3-yl)acrylonitrile